(9aR)-9-Oxo-8-(2-phenoxypropyl)octahydro-2H-pyrazino[1,2-a]pyrazin O=C1N(CCN2[C@@H]1CNCC2)CC(C)OC2=CC=CC=C2